N[C@H](C(OCCC(=O)O)([2H])[2H])COCC1=CC=CC=C1 (R)-3-(2-amino-3-(benzyloxy)propoxy-1,1-d2)propanoic acid